(S)-benzyl 1-(8-amino-1-bromoimidazo[1,5-a]pyrazin-3-yl)ethyl(methyl)carbamate NC=1C=2N(C=CN1)C(=NC2Br)[C@H](C)N(C(OCC2=CC=CC=C2)=O)C